FC1=C(C=CC(=C1)N1N=CC=C1)NC1=NC=C2C=CC(=NC2=C1)SC1CCC(CC1)N N-[2-fluoro-4-(pyrazol-1-yl)phenyl]-2-[[(1s,4s)-4-aminocyclohexyl]sulfanyl]-1,6-naphthyridin-7-amine